3-(1-(thiazol-2-yl)ethyl)urea S1C(=NC=C1)C(C)NC(N)=O